NC1=C(C=CC=C1)C1=C(C=CC=C1)N 2,2'-diamino-1,1'-biphenyl